bis(aminomethyl)bicyclononane 3-hydroxy-3-methylcyclobutyl-pivalate OC1(CC(C1)CC(C(=O)O)(C)C)C.NCC1(CCCCCCCC1)C1(CCCCCCCC1)CN